4,5-dichlorosalicylaldehyde ClC=1C=C(C(C=O)=CC1Cl)O